1,3,5-trimethyl-1,3,5-trivinylcyclotrisiloxane C[Si]1(O[Si](O[Si](O1)(C)C=C)(C)C=C)C=C